C(#N)CCOCCNC(=O)C1=CC2=C(N(C(=N2)NC=2SC3=C(N2)C=CC(=C3)OC(F)(F)F)C)C=C1 1-Methyl-2-(6-trifluoromethoxy-benzothiazol-2-ylamino)-1H-benzoimidazole-5-carboxylic acid [2-(2-cyano-ethoxy)-ethyl]-amide